P(=O)(OCCCCCCCCCCCCCC)([O-])[O-] monotetradecyl phosphate